O=C1N[C@H]2[C@@H](N1)CS[C@H]2CCCCC(=O)NNC(CC(F)(F)F)=O 5-((3aS,4S,6aR)-2-oxohexahydro-1H-thieno[3,4-d]imidazol-4-yl)-N'-(3,3,3-trifluoropropanoyl)pentanehydrazide